(S)-6-(2-amino-5-(4-(2,4-dimethylpiperazin-1-yl)phenyl)-6-fluoropyridin-3-yl)-3,4-dihydroisoquinolin-1(2H)-one NC1=NC(=C(C=C1C=1C=C2CCNC(C2=CC1)=O)C1=CC=C(C=C1)N1[C@H](CN(CC1)C)C)F